The molecule is a cationic ergot alkaloid that is the 6,8-dimethyl-6,7-didehydro derivative of ergoline. It is an ergot alkaloid and an organic cation. It derives from a hydride of an ergoline. CC1C[C@H]2[C@@H](CC3=CNC4=CC=CC2=C34)[N+](=C1)C